CN(C(CCCCCCCCC)CCCCCCCCC\C=C/CCCCCC)C (20Z)-N,N-dimethylheptacosane-20-en-10-amine